((((CIS)-4-(2,3,6-trifluorophenyl)cyclohexyl)-oxy)methyl)piperidine-1-carboxamide FC1=C(C(=CC=C1F)F)[C@H]1CC[C@H](CC1)OCC1N(CCCC1)C(=O)N